Benzyl 9-(4-chloro-5-(4-phenoxyphenyl)-7H-pyrrolo[2,3-d]pyrimidin-7-yl)-3-azaspiro[5.5]undecane-3-carboxylate ClC=1C2=C(N=CN1)N(C=C2C2=CC=C(C=C2)OC2=CC=CC=C2)C2CCC1(CCN(CC1)C(=O)OCC1=CC=CC=C1)CC2